ethyl 2-hydroxy-3-(4-(2-hydroxy-3-(2-(trifluoromethyl)-10H-phenothiazin-10-yl)-propyl) piperazin-1-yl)propanoate OC(C(=O)OCC)CN1CCN(CC1)CC(CN1C2=CC=CC=C2SC=2C=CC(=CC12)C(F)(F)F)O